NC1=CC=CC(=N1)S(=O)(=O)NC(=O)C=1C(=NC(=CC1)C1=CC(=CC(=C1)OCC(C)C)F)OCC1C(C1)(C)C N-[(6-Amino-2-pyridyl)sulfonyl]-2-[(2,2-dimethylcyclopropyl)methoxy]-6-(3-fluoro-5-isobutoxyphenyl)pyridin-3-carboxamid